N1=CC=C(C=C1)C(C1=C(C(=C(C=C1C)C)C)B(C1=C(C)C(C)=CC(C)=C1C)C1=C(C)C(C)=CC(C)=C1C)(C1=CC=NC=C1)C1=CC=NC=C1 tris(4-pyridyl)tridurylborane